2-Amino-4-[6-chloro-4-[(1S,4S)-2,5-diazabicyclo[2.2.1]heptan-2-yl]-8-fluoro-quinazolin-7-yl]-7-fluoro-benzothiophene-3-carbonitrile NC=1SC2=C(C1C#N)C(=CC=C2F)C2=C(C=C1C(=NC=NC1=C2F)N2[C@@H]1CN[C@H](C2)C1)Cl